CC=1NC=C[N+]1C methyl-3-methylimidazole-3-ium